C(=C)N vinyl-amin